FC(N1N=C(C=C1)[C@H]1[C@@H](C1)C=1C=CC(=NC1)CNC)F Trans-1-[5-[(1R,2R)-2-[1-(difluoromethyl)pyrazol-3-yl]cyclopropyl]-2-pyridyl]-N-methyl-methanamine